C(CCCCCCCCCCC)C1=NC=CC=C1 dodecylpyridin